4-(difluoromethoxy)-1-((2-fluoropyridin-4-yl)methyl-d2)-1H-pyrrole-2-carboxylic acid FC(OC=1C=C(N(C1)C([2H])([2H])C1=CC(=NC=C1)F)C(=O)O)F